2-[[6-cyano-5-(trifluoromethyl)-pyridin-3-yl]carbamoyl]-3,3,3-trifluoro-2-hydroxypropionic acid propyl ester C(CC)OC(C(C(F)(F)F)(O)C(NC=1C=NC(=C(C1)C(F)(F)F)C#N)=O)=O